2-BIS(2-hydroxyethyl)amino-2-hydroxymethyl-1,3-propanediol OCCN(C(CO)(CO)CO)CCO